C1(CC1)C=1N=C(OC1C(=O)N1[C@H](C2=C(CC1)NC=N2)C2=NN1C(C(=CC=C1)C(F)(F)F)=C2)C=2C=NN(C2)C (R)-(4-cyclopropyl-2-(1-methyl-1H-pyrazol-4-yl)oxazol-5-yl)(4-(4-(trifluoromethyl)pyrazolo[1,5-a]pyridin-2-yl)-1,4,6,7-tetrahydro-5H-imidazo[4,5-c]pyridin-5-yl)methanone